6-chloro-2-methyl-4-(trifluoromethyl)pyridine ClC1=CC(=CC(=N1)C)C(F)(F)F